Tert-Butyl cis-3-((methylsulfonyl)amino)-2-((2-phenyl-1,3-thiazol-4-yl)methyl)pyrrolidine-1-carboxylate CS(=O)(=O)N[C@@H]1[C@@H](N(CC1)C(=O)OC(C)(C)C)CC=1N=C(SC1)C1=CC=CC=C1